2-(6-Chloro-2-pyridinyl)-2-(1-methylpyrazol-4-yl)propan-1-amine ClC1=CC=CC(=N1)C(CN)(C)C=1C=NN(C1)C